CC1=C(C(=C(C=C1)C1=C2C=CC(C(=C3C=CC(=C(C=4C=CC(=C(C5=CC=C1N5)C5=C(C(=C(C=C5)C)C)C)N4)C4=C(C(=C(C=C4)C)C)C)N3)C3=C(C(=C(C=C3)C)C)C)=N2)C)C.[Zn] zinc tetra(trimethylphenyl)porphyrin